2-(2,6-dioxopiperidin-3-yl)-5-[4-(hydroxymethyl)piperidin-1-yl]isoindoline-1,3-dione O=C1NC(CCC1N1C(C2=CC=C(C=C2C1=O)N1CCC(CC1)CO)=O)=O